CC1=NC(=NC=C1)[C@@H]1[C@H](C1)C1=NC2=CC(=CC=C2C(=C1)N1CC2(COC2)C1)N 2-((1S,2S)-2-(4-methylpyrimidin-2-yl)cyclopropyl)-4-(2-oxa-6-azaspiro[3.3]heptan-6-yl)quinolin-7-amine